Z-benzimidazol-6-ol N1=CNC2=C1C=C(C=C2)O